2-(3-(2-cyano-2-(7-methoxy-1H-imidazo[4,5-c]pyridin-2-yl)vinyl)-2,5-dimethyl-1H-pyrrol-1-yl)-4,5-dimethylthiophene-3-carbonitrile C(#N)C(=CC1=C(N(C(=C1)C)C=1SC(=C(C1C#N)C)C)C)C=1NC2=C(C=NC=C2OC)N1